neopentylene glycol dicaprate C(=O)(CCCCCCCCC)OCC(COC(=O)CCCCCCCCC)(C)C